diethyl 6-((4-chlorobenzyl)oxy)quinoline-2,4-dicarboxylate ClC1=CC=C(COC=2C=C3C(=CC(=NC3=CC2)C(=O)OCC)C(=O)OCC)C=C1